tert-butyl 1-(isopropylamino)-3-(3-methyl-4-(4,4,5,5-tetramethyl-1,3,2-dioxaborolan-2-yl) phenyl)-1-oxopropan-2-ylcarbamate C(C)(C)NC(C(CC1=CC(=C(C=C1)B1OC(C(O1)(C)C)(C)C)C)NC(OC(C)(C)C)=O)=O